4-[7-[6-amino-4-methyl-3-(trifluoromethyl)-2-pyridinyl]-6-chloro-quinazolin-4-yl]-1-(cyclobutene-1-carbonyl)piperazine-2-carbonitrile NC1=CC(=C(C(=N1)C1=C(C=C2C(=NC=NC2=C1)N1CC(N(CC1)C(=O)C1=CCC1)C#N)Cl)C(F)(F)F)C